4-fluoro-N-{phenyl-[4-(prop-2-yl)phenyl]methyl}-1-[2-(1H-1,2,3-triazol-1-yl)propionyl]pyrrolidine-2-carboxamide FC1CC(N(C1)C(C(C)N1N=NC=C1)=O)C(=O)NC(C1=CC=C(C=C1)C(C)C)C1=CC=CC=C1